(E)-3-((3,3-dibutyl-5-(4-isobutyramidophenyl)-7-(methylsulfanyl)-1,1-dioxido-2,3,4,5-tetrahydro-1,5-benzothiazepin-8-yl)oxy)acrylic acid ethyl ester C(C)OC(\C=C\OC1=CC2=C(N(CC(CS2(=O)=O)(CCCC)CCCC)C2=CC=C(C=C2)NC(C(C)C)=O)C=C1SC)=O